2-(6-{5-chloro-2-[(oxacyclohex-4-yl)amino]pyrimidin-4-yl}-1-oxo-2,3-dihydro-1H-isoindol-2-yl)-N-[(1S)-1-(3-ethylphenyl)-2-hydroxyethyl]acetamide ClC=1C(=NC(=NC1)NC1CCOCC1)C1=CC=C2CN(C(C2=C1)=O)CC(=O)N[C@H](CO)C1=CC(=CC=C1)CC